FC1=C(C=C(C(=C1)C(=O)O)C)C1=CC=C(C=C1)NC([C@@H]1N(CCC1)C(NC1=CC=C(C=C1)C(C)C)=O)=O 2-fluoro-5-methyl-4'-[(1-{[4-(propan-2-yl)phenyl]carbamoyl}-D-prolyl)amino][1,1'-biphenyl]-4-carboxylic acid